NC1=NC=CC(=C1)C=1C=C2C(=NNC2=C(C1)C#CC(C)C)N 5-(2-Aminopyridin-4-yl)-7-(3-methylbut-1-yn-1-yl)-1H-indazol-3-amine